8-((4-((cyclobutylmethyl)(4-fluorophenyl)amino)cyclohexyl)(methyl)amino)-5-methyl-6-oxo-5,6-dihydro-1,5-naphthyridine-2-carbonitrile C1(CCC1)CN(C1CCC(CC1)N(C1=CC(N(C=2C=CC(=NC12)C#N)C)=O)C)C1=CC=C(C=C1)F